4-[3-chloro-4-(cyclopropylcarbamoylamino)phenoxy]-N-[(4S)-4-(3-chlorophenyl)-2-oxo-1,3,2-dioxaphosphin-2-yl]-7-methoxy-quinoline-6-carboxamide ClC=1C=C(OC2=CC=NC3=CC(=C(C=C23)C(=O)NP2(OC=C[C@H](O2)C2=CC(=CC=C2)Cl)=O)OC)C=CC1NC(NC1CC1)=O